(1-cyanobut-2-yl)-4-(3-ethyl-4-methyl-5-oxo-4,5-dihydro-1H-1,2,4-triazol-1-yl)-5-fluoro-2-[(1S)-1-phenylethoxy]benzamide C(#N)CC(CC)C=1C(=C(C(=O)N)C=C(C1N1N=C(N(C1=O)C)CC)F)O[C@@H](C)C1=CC=CC=C1